OCCCC(=O)NC1=CC=CC=C1 2-(hydroxyethyl)-N-phenylacetamide